(S)-N-(1-(1-methyl-1H-tetrazol-5-yl)ethyl)-5-(4-(trifluoromethyl)phenoxy)-2-naphthamide CN1N=NN=C1[C@H](C)NC(=O)C1=CC2=CC=CC(=C2C=C1)OC1=CC=C(C=C1)C(F)(F)F